NC1=CC=C(C=N1)N1CCN(CC1)C(=O)C1=NC=C(C(=C1)OC)OC1=CC=C(C=C1)OC [4-(6-Amino-pyridin-3-yl)-piperazin-1-yl]-[4-methoxy-5-(4-methoxy-phenoxy)-pyridin-2-yl]-methanon